C1(CC1)N(C(=O)N[C@H]1CNCCC1)CC1=CC=C(C=C1)C=1C=NNC1 (3R)-3-{[cyclopropyl({[4-(1H-pyrazol-4-yl)phenyl]methyl})carbamoyl]amino}piperidin